FC1=CC=C(OC2=CC=NC3=CC=C(C=C23)CCCCCCCC)C=C1 4-(4-fluorophenoxy)-6-octylquinolin